C(C)(C)C1=C(NC2=CC=C(C=C12)C1CCN(CC1)C(=O)C1CCN(CC1)C)C=1C=C(C=2N(C1)N=C(N2)C(F)(F)F)C (4-(3-isopropyl-2-(8-methyl-2-(trifluoromethyl)-[1,2,4]triazolo[1,5-a]pyridin-6-yl)-1H-indol-5-yl)piperidin-1-yl)(1-methylpiperidin-4-yl)methanone